C(C)C1=C(C=CC(=C1)C=1C2=C(N=C(N1)N1[C@H](CC1)C)CCC2)C2(COC2)N (S)-3-(2-ethyl-4-(2-(2-methylazetidin-1-yl)-6,7-dihydro-5H-cyclopenta[d]pyrimidin-4-yl)phenyl)oxetan-3-amine